[2H]C=1C(=C(C(=C(C1)[C@H]1[C@H](O[C@@]([C@H]1C)(C(F)(F)F)C)C(=O)NC1=CC(=NC=C1)C(=O)N)OC)F)F 4-[[(2S,3S,4S,5S)-3-(5-deuterio-3,4-difluoro-2-methoxy-phenyl)-4,5-dimethyl-5-(trifluoromethyl)tetrahydrofuran-2-carbonyl]amino]pyridine-2-carboxamide